N-(4-methyl-3-(pyridin-4-yl)-1H-pyrazol-5-yl)-3-(4-((trimethylsilyl)ethynyl)phenyl)propenamide CC=1C(=NNC1NC(C=CC1=CC=C(C=C1)C#C[Si](C)(C)C)=O)C1=CC=NC=C1